2-(3-fluorophenyl)propan-2-amine FC=1C=C(C=CC1)C(C)(C)N